O=C(CCSSC1=NC=CC=C1)NCCOCCOCCOCCOCCC(=O)ON1C(CCC1=O)=O 2,5-dioxopyrrolidin-1-yl 3-oxo-1-(pyridin-2-yldisulfaneyl)-7,10,13,16-tetraoxa-4-azanonadecan-19-oate